COC=1C=C(CC2C(NC(NC2=O)=O)=O)C=C(C1OC)OC 5-(3,4,5-trimethoxybenzyl)pyrimidine-2,4,6(1H,3H,5H)-trione